FC1(CC(C1)OC(N(C)C1=C(C(=NN1C)C1CC(C1)(F)F)C1CCC1)=O)F (4-cyclobutyl-3-(3,3-difluorocyclobutyl)-1-methyl-1H-pyrazol-5-yl)(methyl)carbamic acid 3,3-difluorocyclobutyl ester